CN1N=CC(=C1)C1=CC2=C(O[C@H](CN2)[C@@H](C2=CC=C(C=C2)C)NCCC2=CC=C(C#N)C=C2)N=C1 |o1:14| 4-(2-(((R or S)-((R)-7-(1-methyl-1H-pyrazol-4-yl)-2,3-dihydro-1H-pyrido[2,3-b][1,4]oxazin-3-yl)(p-tolyl)methyl)amino)ethyl)benzonitrile